Cl.COC=1C(=CC2=CN(N=C2C1)C)C1=NC2=CC=C(N=C2C=C1)C1CCNCC1 2-(6-methoxy-2-methylindazol-5-yl)-6-(piperidin-4-yl)-1,5-naphthyridine hydrochloride